isatoic ACID ANHYDRIDE C1=2C(=O)OC(NC1=CC=CC2)=O